3-FLUORO-N-(4-(3-HYDROXY-2,2-DIMETHYL-PROPANAMIDO)PHENYL)-5,7-DIHYDRO-6H-PYRROLO[3,4-B]PYRIDINE-6-CARBOXAMIDE FC=1C=C2C(=NC1)CN(C2)C(=O)NC2=CC=C(C=C2)NC(C(CO)(C)C)=O